2-fluorononanoic acid FC(C(=O)O)CCCCCCC